1-(2-chloro-6-(3,5-difluorophenoxy)benzyl)-6-fluoro-3,3-dimethylindolin-2-one ClC1=C(CN2C(C(C3=CC=C(C=C23)F)(C)C)=O)C(=CC=C1)OC1=CC(=CC(=C1)F)F